4-bipyridin-3-yl-acetaldehyde N1=CC(=C(C=C1)CC=O)C=1C=NC=CC1